2-(4-(4-fluorophenyl)-1-(oxetan-3-yl)-1H-imidazol-5-yl)-N-(5-(oxetan-3-yl)pyridin-2-yl)thiazole-4-carboxamide FC1=CC=C(C=C1)C=1N=CN(C1C=1SC=C(N1)C(=O)NC1=NC=C(C=C1)C1COC1)C1COC1